(3S,4R)-1,1,2,2,3,4-hexafluorocyclobutane FC1(C([C@H]([C@H]1F)F)(F)F)F